FC1=C(C(=CC(=C1)N1CCC2(CC1)CCNCC2)F)C2C(NC(CC2)=O)=O 3-(2,6-Difluoro-4-(3,9-diazaspiro[5.5]undecan-3-yl)phenyl)piperidine-2,6-dione